tert-butyl (R)-(1-(5-((7-methoxy-2-methylimidazo[1,2-a]pyridin-6-yl)carbamoyl)pyrazin-2-yl)pyrrolidin-3-yl)(methyl)carbamate COC1=CC=2N(C=C1NC(=O)C=1N=CC(=NC1)N1C[C@@H](CC1)N(C(OC(C)(C)C)=O)C)C=C(N2)C